OC1=C(C(=NC(=C1)OCC1OCCCC1)CCC1=CC=C(C=C1)CCC)CCC(=O)OCC Ethyl 3-(4-hydroxy-2-(4-propylphenethyl)-6-((tetrahydro-2H-pyran-2-yl)methoxy)pyridin-3-yl)propanoate